N1=C(C=CC=C1)N1C(=CC2=CC=C(C=C12)C(F)(F)F)C=1C2(C3=CC=CC=C3C1)CCC2 1-(Pyridin-2-yl)-2-(spiro[cyclobutane-1,1'-inden]-2'-yl)-6-(trifluoromethyl)-1H-indole